1-[2-[2,6-dimethylmorpholin-4-yl]-2-oxoethyl]-1'-(1H-indazole-5-carbonyl)-4-methylspiro[indole-3,4'-piperidin]-2-one CC1CN(CC(O1)C)C(CN1C(C2(CCN(CC2)C(=O)C=2C=C3C=NNC3=CC2)C2=C(C=CC=C12)C)=O)=O